5-Chloro-N-(2-chloro-3-{(4S)-2-imino-4-methyl-1-[(2R*,4R*)-2-methyltetrahydropyran-4-yl]-6-oxo-hexahydropyrimidin-4-yl}phenyl)-pyridine-2-carboxamide hydrochloride Cl.ClC=1C=CC(=NC1)C(=O)NC1=C(C(=CC=C1)[C@]1(NC(N(C(C1)=O)[C@H]1C[C@H](OCC1)C)=N)C)Cl |o1:24,26|